(R)-7-(2-(((1H-pyrrolo[3,2-c]pyridine-6-yl)oxy)methyl)pyrrolidin-1-yl)-6-fluoro-1-(4-hydroxyphenyl)-4-oxo-1,4-dihydroquinoline-3-carboxylic acid N1C=CC=2C=NC(=CC21)OC[C@@H]2N(CCC2)C2=C(C=C1C(C(=CN(C1=C2)C2=CC=C(C=C2)O)C(=O)O)=O)F